9-(3-hydroxy-3-methylcyclohexyl)-7-methyl-7,9-dihydro-8H-purin-8-one OC1(CC(CCC1)N1C2=NC=NC=C2N(C1=O)C)C